CC1=C(C=C(C=C1)C=1N(C(=CC1C(=O)N)C1=C2C(=NC=C1)NC=C2)COCC[Si](C)(C)C)[N+](=O)[O-] 2-(4-methyl-3-nitrophenyl)-5-(1H-pyrrolo[2,3-b]pyridin-4-yl)-1-{[2-(trimethylsilyl)ethoxy]methyl}-1H-pyrrole-3-carboxamide